((((3S,4S)-1-(1H-imidazole-1-carbonyl)pyrrolidine-3,4-diyl)bis(oxy))bis(2-oxoethane-2,1-diyl))bis(propane-2,1,3-triyl) tetranonanoate C(CCCCCCCC)(=O)OCC(COC(CCCCCCCC)=O)CC(=O)O[C@H]1CN(C[C@@H]1OC(CC(COC(CCCCCCCC)=O)COC(CCCCCCCC)=O)=O)C(=O)N1C=NC=C1